C(C)(C)(C)C1OC2=C(C=C(C(=C2)OC)OC(CO)C)C=2N(N=C(C21)C(=O)NC)C2=CSC=C2 tert-butyl-8-(1-hydroxypropan-2-yloxy)-7-methoxy-N-methyl-1-(thien-3-yl)-1,4-dihydrobenzopyrano[4,3-c]pyrazole-3-carboxamide